ClC1N=C(C2=CC=CC=C2C1=CN(C)C)C1=CC=CC=C1 1-(3-chloro-1-phenylisoquinolin-4(3H)-ylidene)-N,N-dimethylmethanamine